ClC=1C(=NC=CC1)CNC(=O)C=1N=C(SC1)C#C N-((3-chloropyridin-2-yl)methyl)-2-ethynyl-thiazole-4-carboxamide